FC1=C(CBr)C=C(C=C1)F 2,5-difluorobenzyl bromide